6-(2-methoxyethoxy)-2-(1-methyl-1H-imidazol-5-yl)-N-[2-(trifluoromethyl)pyridin-4-yl]pyrimidine-4-carboxamide COCCOC1=CC(=NC(=N1)C1=CN=CN1C)C(=O)NC1=CC(=NC=C1)C(F)(F)F